FCCOC1CCC(CC1)NC1=NC=C(C(=N1)N[C@@H]1[C@H](CCC1)O)C(=O)N 2-((1r,4S)-4-(2-fluoroethoxy)cyclohexylamino)-4-((1S,2S)-2-hydroxycyclopentylamino)pyrimidine-5-carboxamide